N1C(=O)N(C)C=2N=CN(C)C2C1=O theobromine